2-chloro-5-methoxy-N-(4-(5-methylpyridin-2-yl)benzyl)pyrimidin-4-amine ClC1=NC=C(C(=N1)NCC1=CC=C(C=C1)C1=NC=C(C=C1)C)OC